N-((6-amino-2,4-dimethylpyridin-3-yl)methyl)-1-(4-((2-oxopyridin-1(2H)-yl)methyl)benzyl)-1H-1,2,4-triazole-3-carboxamide NC1=CC(=C(C(=N1)C)CNC(=O)C1=NN(C=N1)CC1=CC=C(C=C1)CN1C(C=CC=C1)=O)C